C(C)(C)(C)C=1C=C(C=C(C1O)C(C)(C)C)CCC(=O)OCC(COC(CCC1=CC(=C(C(=C1)C(C)(C)C)O)C(C)(C)C)=O)(COC(CCC1=CC(=C(C(=C1)C(C)(C)C)O)C(C)(C)C)=O)COC(CCC1=CC(=C(C(=C1)C(C)(C)C)O)C(C)(C)C)=O pentaerythritol tetra[β-(3,5-di-tert-butyl-4-hydroxyphenyl) propionate]